3-hydroxy-4-methyl-1,2-oxazole-5-carboxylic acid ethyl ester C(C)OC(=O)C1=C(C(=NO1)O)C